C(CCCCCCCCCCCCCCC)OC[C@@H](OCCCCCCCCCCCCCCCC)COP(=O)(O)OCCN 1,2-dicetyl-sn-glycero-3-phosphoethanolamine